CN1CCN(CC1)C=1C=CC(=NC1)NC=1N=CC2=C(N1)N1C(=C2)C(NCC12CCCCC2)=O 2'-((5-(4-methylpiperazin-1-yl)pyridin-2-yl)amino)-7',8'-dihydro-6'H-spiro[cyclohexane-1,9'-pyrazino[1',2':1,5]pyrrolo[2,3-d]pyrimidin]-6'-one